3-(3-((2-(3-((4-Ethyl-1H-indol-5-yl)oxy)phenyl)-1H-imidazol-5-yl)(hydroxy)methyl)phenyl)propanoic acid C(C)C1=C2C=CNC2=CC=C1OC=1C=C(C=CC1)C=1NC(=CN1)C(C=1C=C(C=CC1)CCC(=O)O)O